(R)-4-(1-(3-aminopiperidin-1-yl)-6-(p-Tolyl)pyrrolo[1,2-d][1,2,4]triazin-7-yl)benzonitrile N[C@H]1CN(CCC1)C=1C=2N(C=NN1)C(=C(C2)C2=CC=C(C#N)C=C2)C2=CC=C(C=C2)C